(R)-4-(4-(2,2-difluoropropyl)-1-((5-methoxy-7-methyl-1H-indol-4-yl)methyl)piperazin-2-yl)benzoic acid FC(CN1C[C@H](N(CC1)CC1=C2C=CNC2=C(C=C1OC)C)C1=CC=C(C(=O)O)C=C1)(C)F